1-((4-(cycloocta-2-yn-1-yloxy)benzoyl)oxy)-2,5-dioxopyrrolidine C1(C#CCCCCC1)OC1=CC=C(C(=O)ON2C(CCC2=O)=O)C=C1